S(=O)(=O)(O)CCN[C@@H](C)C(=O)O N-(2-Sulfoethyl)alanine